ClC=1C(=NC2=CC(=C(N=C2C1Cl)C=1C=NC(=CC1)OCP(=O)(C)C)F)C 3,4-dichloro-6-{6-[(dimethylphosphoryl)methoxy]pyridin-3-yl}-7-fluoro-2-methyl-1,5-naphthyridine